(3R,5'S)-1'-((S)-2-(4,6-difluoro-N-methyl-1H-indole-2-carboxamido)-5-methylhexanoyl)-2-oxospiro[indoline-3,3'-pyrrolidine]-5'-carboxamide FC1=C2C=C(NC2=CC(=C1)F)C(=O)N(C)[C@H](C(=O)N1C[C@]2(C[C@H]1C(=O)N)C(NC1=CC=CC=C12)=O)CCC(C)C